ethyl phosphate dipotassium salt [K+].[K+].P(=O)(OCC)([O-])[O-]